CC1=CC(=NN1CC(=O)N1CCC(CC1)C=1SC=C(N1)C1=NCC2=C(CN1)C=CC=C2OS(=O)(=O)C)C(F)(F)F methanesulfonic acid 3-[2-(1-{[5-methyl-3-(trifluoromethyl)-1H-pyrazol-1-yl] acetyl} piperidin-4-yl)-1,3-thiazol-4-yl]-1,5-dihydro-2,4-benzodiazepine-6-yl ester